9,10-bis{[2-(2-hydroxyethylamino)ethyl]aminomethyl}anthracene tetrahydrochloride Cl.Cl.Cl.Cl.OCCNCCNCC=1C2=CC=CC=C2C(=C2C=CC=CC12)CNCCNCCO